(4-((3-(phenylsulfanyl)-1-propenoyl)oxy)phenyl)methanol C1(=CC=CC=C1)SCC(=C=O)OC1=CC=C(C=C1)CO